(2H-benzotriazol-2-yl)-4-hydroxybenzene N=1N(N=C2C1C=CC=C2)C2=CC=C(C=C2)O